(3S,4R)-4-((5-fluoro-4-(8-fluoro-2-methylimidazo[1,2-a]pyridin-6-yl)pyrimidin-2-yl)amino)tetrahydro-2H-pyran-3-ol FC=1C(=NC(=NC1)N[C@H]1[C@@H](COCC1)O)C=1C=C(C=2N(C1)C=C(N2)C)F